N-(3',4',5'-Trifluorobiphenyl-2-yl)-1-methyl-3-trifluoromethylpyrazole-4-ylcarboxamide FC=1C=C(C=C(C1F)F)C1=C(C=CC=C1)NC(=O)C=1C(=NN(C1)C)C(F)(F)F